2,4-dimethoxy-6-(prop-1-yn-1-yl)pyridine-3-sulfonyl chloride COC1=NC(=CC(=C1S(=O)(=O)Cl)OC)C#CC